[Na].COCCCOC1=C(C(=NC=C1)CS(=O)C1=NC2=C(N1)C=CC=C2)C 2-{[4-(3-methoxypropoxy)-3-methylpyridin-2-yl]methanesulfinyl}-1H-benzimidazole Sodium